C(#N)C=1C=NN2C1C(=CC(=C2)OCC(C)(C)O)C=2C=CC(=NC2)N2CCC(CC2)(C)NC(C2=CC=CC=C2)=O N-(1-(5-(3-cyano-6-(2-hydroxy-2-methylpropoxy)pyrazolo[1,5-a]pyridin-4-yl)pyridin-2-yl)-4-methylpiperidin-4-yl)benzamide